C=1(C(=CC=CC1)C(=O)OCCCCCCCC)C(=O)OCCCCCCCCCC 1,2-benzenedicarboxylic acid, decyl octyl ester